ClC=1C=C(C=CC1N(CC)CC)C#CC(C)NC(OC(C)(C)C)=O tert-butyl (4-(3-chloro-4-(diethylamino) phenyl)but-3-yn-2-yl)carbamate